SCC(=O)OCCCCOC(CS)=O 1,4-butanediol bis(2-mercapto acetate)